BrC=1C=C(C=CC1OC)C(=O)C1=C(N=C2N1C=CC=C2)CC (3-bromo-4-methoxyphenyl)(2-ethylimidazo[1,2-a]pyridin-3-yl)methanone